C(C)C=1C(=NC=NC1)OC=1C=CC(=C(C=O)C1)C1CN(CC1)C(=O)C1=NC=C(C=C1)F 5-(5-ethylpyrimidin-4-yloxy)-2-(1-(5-fluoropyridyl-formyl)pyrrolidin-3-yl)benzaldehyde